BrC1=CC(=NC=C1)NCC1=CC(=CC=C1)OC 4-Bromo-N-(3-methoxybenzyl)pyridin-2-amine